O=C(C(=O)NC=1C2=C(C=NC1)C=NN2)N2[C@H](CC[C@@H](C2)C)C=2C=CC1=C(N=C(S1)C(CN(C)C)C)C2 2-oxo-N-(1H-pyrazolo[4,3-c]pyridin-7-yl)-2-[(2R,5S)-5-methyl-2-[2-[2-(dimethylamino)-1-methyl-ethyl]-1,3-benzothiazol-5-yl]-1-piperidyl]acetamide